2-(((2S,4s,6S)-6-((2-(3-fluorophenyl)pyrimidin-4-yl)amino)spiro[3.3]heptan-2-yl)oxy)nicotinamide FC=1C=C(C=CC1)C1=NC=CC(=N1)NC1CC2(CC(C2)OC2=C(C(=O)N)C=CC=N2)C1